OCC=1C=NC=CC1C1=CC=C(C=C1)NC([C@H](C(C1=CC=CC=C1)C1=CC=CC=C1)NC(=O)C1=CC=NN1C)=O (S)-N-(1-((4-(3-(hydroxymethyl)pyridin-4-yl)phenyl)amino)-1-oxo-3,3-diphenylpropan-2-yl)-1-methyl-1H-pyrazole-5-carboxamide